1'-((5-(4-isopropylphenyl)-1-methyl-1H-1,2,4-triazol-3-yl)methyl)spiro[isochroman-1,4'-piperidine] C(C)(C)C1=CC=C(C=C1)C1=NC(=NN1C)CN1CCC2(CC1)OCCC1=CC=CC=C12